C(C1=CC=CC=C1)OCCCOCC[C@H](OC1=CC(=C(C=N1)NC(C)=O)C)C N-[6-[(1R)-3-(3-benzyloxypropoxy)-1-methyl-propoxy]-4-methyl-3-pyridyl]acetamide